C(N)(=O)C=1C=C(C=NC1)NC(OC[C@@H]1OC2=C(C1)C1=C(N=C(S1)C1=C3N=CC(=NC3=CC(=C1)C)OC)C=C2F)=O (R)-(5-fluoro-2-(2-methoxy-7-methylquinoxalin-5-yl)-7,8-dihydrobenzofuro[5,4-d]thiazol-7-yl)methyl (5-carbamoylpyridin-3-yl)carbamate